4-bromo-6-(difluoromethyl)-2-fluoro-3-methyl-benzaldehyde BrC1=C(C(=C(C=O)C(=C1)C(F)F)F)C